N-(4-(4-amino-7-methyl-7H-pyrrolo[2,3-d]pyrimidin-5-yl)-3-methylphenyl)-2,2-difluoro-2-phenylacetamide NC=1C2=C(N=CN1)N(C=C2C2=C(C=C(C=C2)NC(C(C2=CC=CC=C2)(F)F)=O)C)C